(2-((5-chloro-2-((2,5-dimethyl-2H-indazol-6-yl)amino)pyrimidin-4-yl)amino)phenyl)dimethylphosphine ClC=1C(=NC(=NC1)NC=1C(=CC2=CN(N=C2C1)C)C)NC1=C(C=CC=C1)P(C)C